dimethyl-(p-phenylsulfanylphenyl)sulfoxonium C[S+](=O)(C1=CC=C(C=C1)SC1=CC=CC=C1)C